trinitrostyrene C1=CC=C(C=C1)C(=C([N+](=O)[O-])[N+](=O)[O-])[N+](=O)[O-]